4-[4-(trifluoromethyl)piperidine-1-carbonyl]-3-[6-(trifluoromethyl)pyridin-2-yl]benzonitrile FC(C1CCN(CC1)C(=O)C1=C(C=C(C#N)C=C1)C1=NC(=CC=C1)C(F)(F)F)(F)F